FC1=C(C=2C(=NSN2)C(=C1F)C=1SC=CC1)C=1SC=CC1 5,6-difluoro-4,7-di(thiophen-2-yl)benzo-[c][1,2,5]thiadiazole